(S)-(5-(3-fluoropyridin-2-yl)-1,3,4-oxadiazol-2-yl)(4-(pyrazolo[1,5-a]pyridin-2-yl)-6,7-dihydro-1H-imidazo[4,5-c]pyridin-5(4H)-yl)methanone FC=1C(=NC=CC1)C1=NN=C(O1)C(=O)N1[C@@H](C2=C(CC1)NC=N2)C2=NN1C(C=CC=C1)=C2